(+/-)-3-ethyl-7-(methylcarbamoyl)-3-phenyl-2,3-dihydrobenzofuran-5-carboxylic acid C(C)[C@@]1(COC2=C1C=C(C=C2C(NC)=O)C(=O)O)C2=CC=CC=C2 |r|